FC=1C=CC=C2[C@@H](N3C(C12)=CN=C3)C3COCCC3O 3-((S)-9-fluoro-5H-imidazo[5,1-a]isoindol-5-yl)tetrahydro-2H-pyran-4-ol